FC1(CCN(CC1)C1=NC(=CC(=N1)C=1N=NN(C1)C1=C(C=C(C=C1)NS(=O)(=O)CCO)N1CCC2(CC2)CC1)C(C)(C)O)F N-(4-(4-(2-(4,4-difluoropiperidin-1-yl)-6-(2-hydroxypropan-2-yl)pyrimidin-4-yl)-1H-1,2,3-triazol-1-yl)-3-(6-azaspiro[2.5]octan-6-yl)phenyl)-2-hydroxyethanesulfonamide